2-(3'-(9-phenyl-9-(pyridin-3-yl)-9H-fluoren-2-yl)-[1,1'-biphenyl]-3-yl)-1,10-phenanthroline C1(=CC=CC=C1)C1(C2=CC=CC=C2C=2C=CC(=CC12)C=1C=C(C=CC1)C1=CC(=CC=C1)C1=NC2=C3N=CC=CC3=CC=C2C=C1)C=1C=NC=CC1